O1[C@@H](COCC1)COC=1N2CCC3=C(C2=C(C(C1)=O)C)C=CC(=C3)C3CCN(CC3)C(=O)OCC ethyl 4-[4-[[(2S)-1,4-dioxan-2-yl]methoxy]-1-methyl-2-oxo-6,7-dihydrobenzo[a]quinolizin-9-yl]piperidine-1-carboxylate